ClC1=C(C(=O)NC=2C=C3C(=CNC3=CC2)C=2CCN(CC2)CC(C)(C)C)C=CC=C1 5-(2-chlorobenzoyl)amino-3-(1-neopentyl-1,2,3,6-tetrahydropyridin-4-yl)-1H-indole